CN(CCCN(C(CCCCCCC(OCCC(CCCCC)CCCCC)=O)=O)C(CCCCC=CC(=O)OCCC(CCCCC)CCCCC)CCCCCCCCCC)C 3-Pentyloctyl 8-(N-(3-(dimethylamino)propyl)-8-oxo-8-((3-pentyloctyl)oxy)-octanamido)octadecenoate